5-[(3-Amino-2-fluorophenyl)methyl]-3,4-difluoro-2-(2-fluoro-4-iodoanilino)benzoin NC=1C(=C(C=CC1)CC=1C(=C(C(=C(C1)C(=O)C(O)C1=CC=CC=C1)NC1=C(C=C(C=C1)I)F)F)F)F